C1=CCN2CC=CC=3C=C4C=CC(OC4=C1C23)=O 4H-11-oxa-3a-aza-benzo[de]anthracen-10-one